2-(4-((3-amino-2-(7-oxa-2-azaspiro[3.5]nonan-2-yl)pyridin-4-yl)oxy)phenyl)-4-(2,6-difluorobenzyl)-2,4-dihydro-3H-1,2,4-triazol-3-one NC=1C(=NC=CC1OC1=CC=C(C=C1)N1N=CN(C1=O)CC1=C(C=CC=C1F)F)N1CC2(C1)CCOCC2